(4-(3,4-dichlorophenyl)-2-(4-oxopiperidine-1-carbonyl)piperazine-1-carbonyl)quinolin-2(1H)-one ClC=1C=C(C=CC1Cl)N1CC(N(CC1)C(=O)N1C(C=CC2=CC=CC=C12)=O)C(=O)N1CCC(CC1)=O